COC=1C=C2C(=NC=NC2=CC1OC)N1CCC(CCC1)CP(O)(O)=O ((1-(6,7-dimethoxyquinazolin-4-yl)azepan-4-yl)methyl)phosphonic acid